C(=O)(OC(C)(C)C)N(CCNC)C N-Boc-N,N'-dimethyl-ethylenediamine